C(C)(C)(C)OC(CC(C)C)=O 3-methyl-butanoic acid tert-butyl ester